o-tolyltoluene C1(=C(C=CC=C1)C1=C(C)C=CC=C1)C